[Br-].C(C)OC(C[N+](C1=CC=CC=C1)(C)C)=O N-(2-ethoxy-2-oxoethyl)-N,N-dimethylbenzenaminium bromide